N-(((2R,6R)-4-(6-(6-(difluoromethyl)imidazo[1,2-b]pyridazin-3-yl)pyrimidin-4-yl)-6-(trifluoromethyl)morpholin-2-yl)methyl)methanesulfonamide FC(C=1C=CC=2N(N1)C(=CN2)C2=CC(=NC=N2)N2C[C@@H](O[C@H](C2)C(F)(F)F)CNS(=O)(=O)C)F